5-(4-(((tetrahydro-2H-pyran-2-yl)oxy)methyl)bicyclo[2.2.2]octan-1-yl)-1H-pyrazole-3-carboxylate O1C(CCCC1)OCC12CCC(CC1)(CC2)C2=CC(=NN2)C(=O)[O-]